N1=CC=C(C=C1)CN1N=C2C3=C(CC4(C2=C1)CC4)OC(=C3C(F)(F)F)C(=O)NC[C@H]3OCCC3 2'-(pyridin-4-ylmethyl)-N-[(2S)-tetrahydrofuran-2-ylmethyl]-8'-(trifluoromethyl)-2',5'-dihydrospiro[cyclopropane-1,4'-furo[2,3-g]indazole]-7'-carboxamide